O=C(CCCCCC=1N=C(N(C1)C1=CC=CC=C1)NC(C1=CC(=CC=C1)C=1C=NN(C1)COCC[Si](C)(C)C)=O)NC1=CC=CC=C1 N-(4-(6-oxo-6-(phenylamino)hexyl)-1-phenyl-1H-imidazol-2-yl)-3-(1-((2-(trimethylsilyl)ethoxy)methyl)-1H-pyrazol-4-yl)benzamide